C(=O)(O)CCOCC(NC(CCOCCOCCC(OC(=O)O)=O)=O)(COCCC)COCCC(=O)O 14,14-bis((2-carboxyethoxy)methyl)-3,12-dioxo-2,6,9,16-tetraoxa-13-azanonadecanoic acid